6-Bromo-2-{4-[4-(1H-imidazol-4-ylmethyl)piperazin-1-yl]phenyl}-N-[(3S)-1-methylpyrrolidin-3-yl]-3H-imidazo[4,5-b]pyridin-7-amine BrC=1C(=C2C(=NC1)NC(=N2)C2=CC=C(C=C2)N2CCN(CC2)CC=2N=CNC2)N[C@@H]2CN(CC2)C